FC(C=1C=C(C=CC1)[C@@H]1CCC2=NNC(N21)=O)(F)F (S)-5-(3-(trifluoromethyl)phenyl)-2,5,6,7-tetrahydro-3H-pyrrolo[2,1-c][1,2,4]triazol-3-one